3-(7-((1-(2,5-dimethyloxazole-4-carbonyl)piperidin-4-yl)oxy)-1-methyl-1H-indazol-3-yl)piperidine-2,6-dione CC=1OC(=C(N1)C(=O)N1CCC(CC1)OC=1C=CC=C2C(=NN(C12)C)C1C(NC(CC1)=O)=O)C